quinolol N1=C(C=CC2=CC=CC=C12)O